C(C)(C)(C)OC([C@@H](N)CC(=O)O)=O L-aspartic acid t-butyl ester